hexyl (S)-2-isocyanato-3-t-butoxypropionate N(=C=O)[C@H](C(=O)OCCCCCC)COC(C)(C)C